COC(C1=CC=CC=C1)(C1=CC=CC=C1)[C@H]1NCCC1 (S)-2-(methoxybenzhydryl)pyrrolidine